pyrazolo[1,5-a]pyridin-4-yltrifluoromethaneSulfonate N1=CC=C2N1C=CC=C2OS(=O)(=O)C(F)(F)F